FC(CCC1=NC=2C(=NC=CC2)N1)(F)F (3,3,3-trifluoropropyl)-3H-imidazo[4,5-b]pyridine